[I-].C(CCCCCCCCCCCCCCC)[N+](CCOC1=CC=CC=C1)(C)C hexadecyl-dimethyl-2-phenoxyethylammonium iodide